6-cyclobutyl-1-isopropyl-N-(1-(3,4,5-trimethoxyphenyl)-1H-imidazol-4-yl)-1H-pyrazolo[3,4-d]pyrimidin-4-amine C1(CCC1)C1=NC(=C2C(=N1)N(N=C2)C(C)C)NC=2N=CN(C2)C2=CC(=C(C(=C2)OC)OC)OC